C(C)OC(=O)C1(CSC1)C1=C(C=NC2=C(C(=CC=C12)F)C1=C(C(=CC(=C1)F)F)F)C(=O)OCC ethyl 4-[3-(ethoxycarbonyl)thietan-3-yl]-7-fluoro-8-(2,3,5-trifluorophenyl)-quinoline-3-carboxylate